3-tert-butyl-3'-methoxy-2,2'-bipyridine C(C)(C)(C)C=1C(=NC=CC1)C1=NC=CC=C1OC